bis((di-tert-butylphosphino)methyl)sulfane C(C)(C)(C)P(C(C)(C)C)CSCP(C(C)(C)C)C(C)(C)C